OCCNC(C1=CC=C(C=C1)C1=NC(=NC=C1)NC1=CC=C(C=C1)N1CCOCC1)=O N-(2-hydroxyethyl)-4-(2-(4-morpholinophenyl-amino)pyrimidin-4-yl)benzamide